N-(carbamothioylamino)-1,3-thiazole-2-carboxamide C(N)(=S)NNC(=O)C=1SC=CN1